BrC1=C(C=C2C(C(=NN(C2=C1)C(C)C)C1=C(C=CC=C1F)Cl)=O)F 7-bromo-3-(2-chloro-6-fluorophenyl)-6-fluoro-1-isopropylcinnolin-4(1H)-one